O=C1N(CCC(N1)=O)N1C(C2=CC=C(C=C2C1=O)CN1CCC(CC1)C1=C(C=CC=C1)F)=O 2-(2,4-dioxotetrahydropyrimidin-1(2H)-yl)-5-((4-(2-fluorophenyl)piperidin-1-yl)methyl)isoindoline-1,3-dione